ClC1=NC2=CC=C(C=C2C(=N1)C(COC1OCCCC1)(C1=CC=CC=C1)OC(C)C)C=1C=C(C(N(C1)C)=O)C 5-(2-chloro-4-(1-isopropoxy-1-phenyl-2-((tetrahydro-2H-pyran-2-yl)oxy)ethyl)quinazolin-6-yl)-1,3-dimethylpyridine-2(1H)-one